CC=1C(=NN(C1)CC(=O)NC1=NC=C(C=C1)C1=NC=CN=C1)C1=CC(=NC=C1)C 2-[4-methyl-3-(2-methyl-4-pyridyl)pyrazol-1-yl]-N-(5-pyrazin-2-yl-2-pyridyl)acetamide